5-(3-(((S)-1-(1H-tetrazol-1-yl)propan-2-yl)oxy)-4-chlorophenyl)-N-(3-(3-ethoxypropoxy)-1-((1r,4r)-4-morpholinocyclohexyl)-1H-pyrazol-4-yl)pyrimidin-2-amine N1(N=NN=C1)C[C@H](C)OC=1C=C(C=CC1Cl)C=1C=NC(=NC1)NC=1C(=NN(C1)C1CCC(CC1)N1CCOCC1)OCCCOCC